N-lauroyl-histidine C(CCCCCCCCCCC)(=O)N[C@@H](CC1=CNC=N1)C(=O)O